3-METHOXY-4-CARBOXYPHENYLBORONIC ACID COC=1C=C(C=CC1C(=O)O)B(O)O